[Na].N1=C(C(=CC=C1)C(=O)O)C1=NC=CC=C1C(=O)O 2,2'-bipyridine-3,3'-dicarboxylic acid sodium